NC1=NC(=CC(=C1C(=O)OC)Cl)Cl methyl 2-amino-4,6-dichloropyridine-3-carboxylate